trans-N,N-diethyl-cyclohexane-1,4-diamine dihydrochloride Cl.Cl.C(C)N([C@@H]1CC[C@H](CC1)N)CC